2-(4-(4-(7H-pyrrolo[2,3-b]pyridin-3-yl)-1H-pyrazol-1-yl)-1-(methylsulfonyl)piperidin-4-yl)-N-(2,2,2-trifluoroethyl)acetamide N=1C=C(C=2C1NC=CC2)C=2C=NN(C2)C2(CCN(CC2)S(=O)(=O)C)CC(=O)NCC(F)(F)F